NC1=C2C(=NC=N1)N(N=C2C2=NOC(=C2I)C2CC2)C2CC(C2)C(=O)OC(C)(C)C tert-butyl 3-[4-amino-3-(5-cyclopropyl-4-iodo-isoxazol-3-yl)pyrazolo[3,4-d]pyrimidin-1-yl]cyclobutanecarboxylate